NCCCNCC1=CC=C(C(=O)NC2=CC=C(C=C2)S(=O)(=O)N2CCN(CC2)C2=NC=C(C(=C2)C(F)(F)F)Cl)C=C1 4-[(3-aminopropylamino)methyl]-N-[4-[4-[5-chloro-4-(trifluoromethyl)-2-pyridinyl]piperazin-1-yl]sulfonylphenyl]benzamide